3-(3,5-di-tert-butyl-4-hydroxyphenyl)propionohydrazide C(C)(C)(C)C=1C=C(C=C(C1O)C(C)(C)C)CCC(=O)NN